4-cyclopropoxy-N-(3,5-difluoro-4-{[7-(2-hydroxyethoxy)-6-methoxy-quinolin-4-yl]oxy}phenyl)-2-fluoropyridine-3-carboxamide C1(CC1)OC1=C(C(=NC=C1)F)C(=O)NC1=CC(=C(C(=C1)F)OC1=CC=NC2=CC(=C(C=C12)OC)OCCO)F